(5-chloro-2-fluoro-3-(1-(5-(piperazin-1-yl)pyridin-2-yl)-3-(pyridin-4-yl)-1H-pyrazol-4-yl)phenyl)-3-fluoropyrrolidine-1-sulfonamide ClC=1C=C(C(=C(C1)C1N(CCC1F)S(=O)(=O)N)F)C=1C(=NN(C1)C1=NC=C(C=C1)N1CCNCC1)C1=CC=NC=C1